C(C)(C)NC(O[C@@H]1CO[C@@H](C1)C1=CC(=NN1C(C)(C)C)NC1=CC2=C(N(S(C2)(=O)=O)CC2=CC=C(C=C2)OC)C=C1)=O |r| racemic-cis-5-(1-(tert-butyl)-3-((1-(4-methoxybenzyl)-2,2-dioxido-1,3-dihydrobenzo[c]isothiazol-5-yl)amino)-1H-pyrazol-5-yl)tetrahydrofuran-3-yl isopropylcarbamate